2-(7-((2S,5R)-2,5-diethyl-4-(1-(2-methylthiazolo[5,4-b]pyridin-5-yl)ethyl)piperazin-1-yl)-4-methyl-5-oxo-4,5-dihydro-2H-pyrazolo[4,3-b]pyridin-2-yl)acetonitrile C(C)[C@@H]1N(C[C@H](N(C1)C(C)C1=CC=C2C(=N1)SC(=N2)C)CC)C=2C=1C(N(C(C2)=O)C)=CN(N1)CC#N